1-(1-(4-Fluoro-3-hydroxy-phenyl)-1H-indazol-5-yl)-N,N-dimethylpiperidine-4-carboxamide FC1=C(C=C(C=C1)N1N=CC2=CC(=CC=C12)N1CCC(CC1)C(=O)N(C)C)O